1-(4-(benzo[d]thiazol-7-yl)benzyl)-3-(2-ethynylthiazol-4-yl)urea S1C=NC2=C1C(=CC=C2)C2=CC=C(CNC(=O)NC=1N=C(SC1)C#C)C=C2